C1(CCCCC1)C1=C(C2=CC=CC=C2C=C1)C1CCCCC1 dicyclohexylnaphthalene